8-cyclobutyl-2-(methylsulfinyl)-7-oxo-7,8-dihydropyrido[2,3-d]pyrimidine-6-carbonitrile C1(CCC1)N1C(C(=CC2=C1N=C(N=C2)S(=O)C)C#N)=O